dimethylsilyl-(N-tert-butylamino)(tetramethylcyclopentadienyl)titanium dichloride [Cl-].[Cl-].C[SiH](C)[Ti+2](C1(C(=C(C(=C1)C)C)C)C)NC(C)(C)C